ClC=1C(=NC(=NC1)SC)\C=C\OCC 5-chloro-4-[(E)-2-ethoxyvinyl]-2-methylsulfanyl-pyrimidine